C(#N)C(C(=O)O)CC 2-CYANOBUTANOIC ACID